[Ga+3].[O-2].[Ga+3].[O-2].[O-2] gallium oxide, gallium salt